7-((R)-3-((5-chloro-4-(1H-indol-3-yl)pyrimidin-2-yl)amino)pyrrolidin-1-yl)heptan ClC=1C(=NC(=NC1)N[C@H]1CN(CC1)CCCCCCC)C1=CNC2=CC=CC=C12